N,N-dimethyl-1-(4-methyl-4-piperidinyl)methylamine HCl Cl.CN(C)CC1(CCNCC1)C